N-phenyl-N-(p-tolyl)-4-(5-(trifluoromethyl)-1,2,4-oxadiazol-3-yl)benzamide C1(=CC=CC=C1)N(C(C1=CC=C(C=C1)C1=NOC(=N1)C(F)(F)F)=O)C1=CC=C(C=C1)C